(R)-8-bromo-N2-(3-chloro-4-fluorobenzyl)-N4-(1-cyclopropylethyl)quinazoline-2,4-diamine BrC=1C=CC=C2C(=NC(=NC12)NCC1=CC(=C(C=C1)F)Cl)N[C@H](C)C1CC1